2,3-diamino-1-propanesulfonic acid NC(CS(=O)(=O)O)CN